COC=1C=C(C=CC1OC)C=1N=C2N(C(C1)=O)C=C(C=C2C)N2CCC1(OCCO1)CC2 2-(3,4-dimethoxyphenyl)-9-methyl-7-(1,4-dioxa-8-azaspiro[4.5]decan-8-yl)-4H-pyrido[1,2-a]pyrimidin-4-one